OC1=C(C=CC(=C1)C(F)(F)F)C1=NN=C(C2=CC=CC=C12)N[C@H]1CN(CCC1)CC(=O)O 2-[(3R)-3-[[4-[2-hydroxy-4-(trifluoromethyl)phenyl]phthalazin-1-yl]amino]-1-piperidyl]acetic acid